1-(4-((2-(benzo[d]thiazol-7-yl)-6-((3R,4R)-4-(3,4-dihydroisoquinolin-2(1H)-yl)-3-hydroxypiperidine-1-carbonyl)pyrimidin-4-yl)amino)piperidin-1-yl)ethan-1-one S1C=NC2=C1C(=CC=C2)C2=NC(=CC(=N2)NC2CCN(CC2)C(C)=O)C(=O)N2C[C@H]([C@@H](CC2)N2CC1=CC=CC=C1CC2)O